N,N'-diallyl-p-phenylenediamine C(C=C)NC1=CC=C(C=C1)NCC=C